4-((R)-2-azidobut-2-yl)-6-chloro-1-(((R)-4-methyl-4-(methylsulfanyl)pent-2-yl)oxy)-2,7-naphthyridine N(=[N+]=[N-])[C@](C)(CC)C1=CN=C(C2=CN=C(C=C12)Cl)O[C@H](C)CC(C)(SC)C